ethyl 1-[(5-bromo-1,3,4-thiadiazol-2-yl)methylamino]cyclopropanecarboxylate BrC1=NN=C(S1)CNC1(CC1)C(=O)OCC